C1(=CC(=CC=C1)C1=NC2=CC=CC=C2C=N1)C 2-M-tolylquinazolin